OC1(CCCC1)C(=O)NC1=CNC2=CC=C(C=C12)C=1C=NN(C1)C1=CC=C(C=C1)C(F)(F)F 1-hydroxy-N-(5-{1-[4-(trifluoromethyl)phenyl]-1H-pyrazol-4-yl}-1H-indol-3-yl)cyclopentane-1-carboxamide